CC(CCCNC(=O)C=1C(=NC(=CC1SCC)N1[C@@H](COCC1)C)C)(C)C N-(4,4-Dimethyl-pentyl)-4-ethylsulfanyl-2-methyl-6-[(3R)-3-methyl-morpholin-4-yl]-pyridine-3-carboxylic acid amide